ClC=1C=C(C(=NC1)N1CC(N(C2(CC2)C1=O)CC1=CC=C(C=C1)Cl)=O)F 7-(5-chloro-3-fluoropyridin-2-yl)-4-(4-chlorobenzyl)-4,7-diazaspiro[2.5]octane-5,8-dione